ethyl 5-((tert-butoxycarbonyl)amino)-6-methoxy-2-methylpyrazolo[1,5-a]pyridine-3-carboxylate C(C)(C)(C)OC(=O)NC1=CC=2N(C=C1OC)N=C(C2C(=O)OCC)C